COC(=O)N1[C@H]([C@H](CCC1)NS(=O)(=O)C)COC1CCN(CC1)C1=C(C=CC=C1)Cl.CN(C)C1=CC=C(C=C1)C1=C(C=CC=C1)P(C(C)(C)C)C(C)(C)C [4-(N,N-dimethylamino)phenyl]di-t-butylphenyl-phosphine methyl-cis-2-(((1-(2-chlorophenyl)piperidin-4-yl)oxy)methyl)-3-((methylsulfonyl)amino)piperidine-1-carboxylate